N-(4-(2,4-dihydroxyphenyl)thiazol-2-yl)-3-methyl-2-oxobutyramide OC1=C(C=CC(=C1)O)C=1N=C(SC1)NC(C(C(C)C)=O)=O